8-methyl-6-(((S)-3-methylpiperidin-1-yl)methyl)-3-(3-(1,2,2,2-tetrafluoro-1-(4-methyl-4H-1,2,4-triazol-3-yl)ethyl)phenyl)-4H-chromen-4-one CC=1C=C(C=C2C(C(=COC12)C1=CC(=CC=C1)C(C(F)(F)F)(C1=NN=CN1C)F)=O)CN1C[C@H](CCC1)C